[C@@H]12COCC[C@]2(C1)C=1C=C2C(=CC=NC2=CC1)C(=O)O |r| rac-6-((1R,6S)-3-oxabicyclo[4.1.0]hept-6-yl)quinoline-4-carboxylic acid